5-(8-((1S,2S)-2-(5-(trifluoromethyl)pyridin-2-yl)cyclopropyl)imidazo[1,2-b]pyridazin-6-yl)pyrimidine-2,4(1H,3H)-dione FC(C=1C=CC(=NC1)[C@@H]1[C@H](C1)C=1C=2N(N=C(C1)C=1C(NC(NC1)=O)=O)C=CN2)(F)F